4-(tert-butylamino)-2-(4-fluorobicyclo[2.2.2]octan-1-ylamino)pyrimidine-5-carboxamide C(C)(C)(C)NC1=NC(=NC=C1C(=O)N)NC12CCC(CC1)(CC2)F